C(#N)C=1C=C(C(=NC1)OC)S(=O)(=O)NC1=C(C(=C(C=C1)F)C=1C=CC=2N(C1)C=NC2C=2N(C(=C(N2)C)C)COCC[Si](C)(C)C)F 5-cyano-N-[3-[1-(4,5-dimethyl-1-[[2-(trimethylsilyl)ethoxy]methyl]imidazol-2-yl)imidazo[1,5-a]pyridin-6-yl]-2,4-difluorophenyl]-2-methoxypyridine-3-sulfonamide